NC=1C(NC2=C3C=CC=NC3=C(C(=C2C1C1=C2C=NNC2=C(C(=C1)F)F)C)C)=O 3-amino-4-(6,7-difluoro-1H-indazol-4-yl)-5,6-dimethyl-1H-1,7-phenanthrolin-2-one